(4R)-2-[3-amino-3-oxo-1-(2,2,2-trifluoroethoxymethyl)propyl]-4-methyl-N-[5-(2,2,2-trifluoroethyl)-3-pyridyl]-3,4-dihydro-1H-isoquinoline-7-carboxamide NC(CC(COCC(F)(F)F)N1CC2=CC(=CC=C2[C@H](C1)C)C(=O)NC=1C=NC=C(C1)CC(F)(F)F)=O